1-(6-bromo-5-hydroxy-2,3-dihydro-1H-inden-4-yl)ethan-1-one butyl-1-(4-(4-methoxyphenethoxy)phenethyl)-2-(trifluoromethyl)-1H-benzo[d]imidazol-5-ylcarbamate C(CCC)N(C(O)=O)C1=CC2=C(N(C(=N2)C(F)(F)F)CCC2=CC=C(C=C2)OCCC2=CC=C(C=C2)OC)C=C1.BrC1=C(C(=C2CCCC2=C1)C(C)=O)O